Cl.Cl.F\C(=C/CN)\CS(=O)(=O)C1=CC(=NC=C1)C (Z)-3-fluoro-4-(2-methylpyridin-4-ylsulfonyl)but-2-en-1-amine dihydrochloride